2-(3,5-dichloro-4-((8-chloropyrido[2,3-d]pyridazin-5-yl)oxy)phenyl)-3,5-dioxo-2,3,4,5-tetrahydro-1,2,4-triazine-6-carbonitrile ClC=1C=C(C=C(C1OC1=C2C(=C(N=N1)Cl)N=CC=C2)Cl)N2N=C(C(NC2=O)=O)C#N